p-nitrophenyl-glycerol [N+](=O)([O-])C1=CC=C(C=C1)C(O)C(O)CO